C(CC)(=O)OO Peroxypropanoic Acid